FC1=C(C(=CC=C1)F)C1=CC2=C(N(C(N2C)=O)[C@H](CS(=O)(=O)C)C2=NC(=C(C=C2)OC)OCC)C=C1 (S)-5-(2,6-difluorophenyl)-1-(1-(6-ethoxy-5-methoxypyridin-2-yl)-2-(methylsulfonyl)ethyl)-3-methyl-1H-benzo[d]imidazol-2(3H)-one